4-(4-quinolinyl)-1H-pyrazole-1-carbothioamide N1=CC=C(C2=CC=CC=C12)C=1C=NN(C1)C(N)=S